ClC=1C=CC(=NC1)N1C(=NC=2C=NC=CC21)C(C)NC(OC(C)(C)C)=O tert-Butyl {1-[1-(5-chloropyridin-2-yl)-1H-imidazo[4,5-c]pyridin-2-yl]ethyl}carbamate